6-(Dimethyl-phosphoryl)-2,3-difluoro-N-(2-fluoro-4-iodophenyl)-aniline CP(=O)(C)C1=CC=C(C(=C1NC1=C(C=C(C=C1)I)F)F)F